C(C)(C)(C)N1CC(CCC1)N 1-tert-butylpiperidin-3-amine